1-[3-(5-{[(5-Chlorothiophen-2-yl)methyl]amino}-1-(2,2-dimethylpropanoyl)-1H-pyrazol-3-yl)azetidin-1-yl]-2,2-dimethylpropan-1-on ClC1=CC=C(S1)CNC1=CC(=NN1C(C(C)(C)C)=O)C1CN(C1)C(C(C)(C)C)=O